5H-oxazolo[3,4-c]oxazol C1C=2N(CO1)COC2